FC1(CCC(CC1)N[C@@H]1[C@H](OCCC1)CC=1C=C2CN(C(C2=CC1)=O)C1C(NC(CC1)=O)=O)F 3-(5-(((2R,3S)-3-((4,4-difluorocyclohexyl)amino)tetrahydro-2H-pyran-2-yl)methyl)-1-oxoisoindolin-2-yl)piperidine-2,6-dione